OC1=CC=C(C=C1)C(C)(C)C1=CC=C(OC2CC(C2)N2C(C3=CC=CC=C3C2=O)=O)C=C1 2-((1r,3r)-3-(4-(2-(4-hydroxyphenyl)propan-2-yl)phenoxy)cyclobutyl)isoindoline-1,3-dione